C(C1=CC=CC=C1)N1C=CC=C1 N-Benzylpyrrol